[Na+].OC(C)(P([O-])([O-])=O)P([O-])([O-])=O.[Na+].[Na+].[Na+] 1-hydroxyethylidenediphosphonic acid, sodium salt